(1S,2S)-N-(6-(5-chloro-6-fluoro-7-(furan-2-yl)-1H-indazol-4-yl)imidazo[1,2-a]pyrazin-2-yl)-2-fluorocyclopropane-1-carboxamide ClC=1C(=C2C=NNC2=C(C1F)C=1OC=CC1)C=1N=CC=2N(C1)C=C(N2)NC(=O)[C@H]2[C@H](C2)F